tert-butyl ((2S,3R)-1-(((S)-1-((S)-2-((3-(azidomethyl)phenethyl)carbamoyl)-2-methylpyrrolidin-1-yl)-3-(4-methoxyphenyl)-1-oxopropan-2-yl)amino)-3-methoxy-1-oxobutan-2-yl)carbamate N(=[N+]=[N-])CC=1C=C(CCNC(=O)[C@]2(N(CCC2)C([C@H](CC2=CC=C(C=C2)OC)NC([C@H]([C@@H](C)OC)NC(OC(C)(C)C)=O)=O)=O)C)C=CC1